[Si]([O-])([O-])([O-])[O-].[Ca+2].[Ca+2] Dicalcium silicat